C(C)(C)(C)OC(=O)N1CCC(CC1)[C@](CC)(O)C=1C=C(C(=C(C(=O)O)C1)C(C1=CC=C(C=C1)Cl)=O)F (S)-5-(1-(1-(tert-Butoxycarbonyl)piperidin-4-yl)-1-hydroxypropyl)-2-(4-chlorobenzoyl)-3-fluorobenzoic acid